C(C)(=O)OC1=C(C=CC=C1)OC 2-methoxyphenyl acetate